NC1=NNC2=CC=C(C=C12)C1=CC(=NC=C1)NC=1SC=CN1 N-(4-(3-Amino-1H-indazol-5-yl)pyridin-2-yl)thiazol-2-amine